FC1=NC2=C(N1C)C=CC(=C2)I fluoro-5-iodo-1-methyl-1,3-benzodiazole